Cl.C(C)OC(=O)C1=C(N(C2=CC=C(C=C12)OC\C(=C/F)\CN)C)C 5-[(Z)-2-(aminomethyl)-3-fluoro-allyloxy]-1,2-dimethyl-indole-3-carboxylic acid ethyl ester hydrochloride